1-(aminomethyl)cyclopropane-1-carbonitrile HCl salt Cl.NCC1(CC1)C#N